4-amino-1-cyclopropylimidazo[1,5-a]quinoxaline-8-carboxylic Acid NC=1C=2N(C3=CC(=CC=C3N1)C(=O)O)C(=NC2)C2CC2